2-(2,7-dimethylindazol-5-yl)-6-(1,2,3,6-tetrahydropyridin-4-yl)-1,3-benzothiazole hydrochloride Cl.CN1N=C2C(=CC(=CC2=C1)C=1SC2=C(N1)C=CC(=C2)C=2CCNCC2)C